(R)-N-((1S,2S)-1-(bicyclo[4.2.0]octan-1(6),2,4-trien-3-yl)-2-fluoro-3-(2,4,6-trioxo-1-(tetrahydro-2H-pyran-4-yl)hexahydropyrimidin-5-yl)propyl)-2-methylpropan-2-sulfinamide C1=2C=C(C=CC2CC1)[C@@H]([C@H](CC1C(NC(N(C1=O)C1CCOCC1)=O)=O)F)N[S@](=O)C(C)(C)C